FC(C1=NC(=NC(=N1)C(F)(F)F)N1[C@H](C=2NC3=CC=C(C=C3C2CC1)Cl)C[C@@H]1OCCOC1)(F)F (1S)-2-[4,6-bis(trifluoromethyl)-1,3,5-triazin-2-yl]-6-chloro-1-{[(2S)-1,4-dioxan-2-yl]methyl}-2,3,4,9-tetrahydro-1H-pyrido[3,4-b]indole